C(C(O)CC(=O)OCCCCCCCCCCCCCCCC(C)C)(=O)OCCCCCCCCCCCCCCCC(C)C.C(C(O)CC(=O)OCCCCCCCCCCCCCCCC(C)C)(=O)OCCCCCCCCCCCCCCCC(C)C diisostearyl (diisostearyl) di(malate)